4-amino-3-chloro-6-(4-cyano-2-fluorophenyl)-5-fluoro-pyridine-2-carboxylic acid methyl ester COC(=O)C1=NC(=C(C(=C1Cl)N)F)C1=C(C=C(C=C1)C#N)F